(trans-1,2-diaminocyclohexane) platinum (II) [Pt+2].N[C@H]1[C@@H](CCCC1)N